C(C)(C)(C)OC(N[C@@H]1C[C@H](C1)OC1=C2C=NN(C2=CC(=C1)Br)C1OCCCC1)=O trans-N-[3-(6-bromo-1-tetrahydropyran-2-yl-indazol-4-yl)oxy-cyclobutyl]carbamic acid tert-butyl ester